3-(4-aminoimidazo[2,1-f][1,2,4]triazin-7-yl)-4-methyl-N-((6-(trifluoromethyl)pyridin-2-yl)methyl)benzenesulfonamide NC1=NC=NN2C1=NC=C2C=2C=C(C=CC2C)S(=O)(=O)NCC2=NC(=CC=C2)C(F)(F)F